2-[[2-(2-chlorophenyl)-5-oxo-pyrrolidin-1-yl]amino]-2-imino-acetic acid ethyl ester C(C)OC(C(=N)NN1C(CCC1=O)C1=C(C=CC=C1)Cl)=O